Trifluoromethyl bromide FC(F)(F)Br